di-methylethanolamine CN(CCO)C